2-((tert-butyl-(methyl)amino)methyl)benzonitrile C(C)(C)(C)N(C)CC1=C(C#N)C=CC=C1